(S)-4-amino-7-fluoro-N-methyl-N-(6-(6-(trifluoromethyl)pyridin-3-yl)-2,3-dihydrobenzofuran-3-yl)imidazo[1,5-a]quinoxaline-8-carboxamide NC=1C=2N(C3=CC(=C(C=C3N1)F)C(=O)N([C@@H]1COC3=C1C=CC(=C3)C=3C=NC(=CC3)C(F)(F)F)C)C=NC2